azidoindole N(=[N+]=[N-])C=1NC2=CC=CC=C2C1